COCC(=O)NC1(CC(C1)NC1=NN2C(C(=N1)OC)=C(C=C2)C=2C=CC1=C(N(N=N1)C)C2)C 2-Methoxy-N-(trans-3-((4-methoxy-5-(1-methyl-1H-benzo[d][1,2,3]triazol-6-yl)pyrrolo[2,1-f][1,2,4]triazin-2-yl)amino)-1-methylcyclobutyl)acetamide